ClC1=NC=NC2=C1N(C=1C=CC(=CC21)CO)CC(F)(F)F [4-chloro-5-(2,2,2-trifluoroethyl)pyrimido[5,4-b]indol-8-yl]methanol